CC1(C(CCC2(C1O2)CC21C(CCCC2)O1)C(=O)[O-])C 4-epoxy-2-methyl-cyclohexylmethyl-3,4-epoxy-2-methyl-cyclohexanecarboxylate